3-chloro-6-(1-methylpyrazol-3-yl)imidazo[1,2-a]pyridine ClC1=CN=C2N1C=C(C=C2)C2=NN(C=C2)C